C(#C)C=1C(=CC=C2C=C(C=C(C12)C=O)O)F (8-ethynyl-7-fluoro-3-hydroxynaphthalen-1-yl)methanone